C(C)C=1C=C2C(=CC=NC2=C(C1)OC)O 6-ethyl-8-methoxyquinolin-4-ol